O.[N-](S(=O)(=O)C(F)(F)F)S(=O)(=O)C(F)(F)F.[N-](S(=O)(=O)C(F)(F)F)S(=O)(=O)C(F)(F)F.[Ni+2] Nickel(II) bis(trifluoromethanesulfonimide) hydrate